C1(CCCC1)CC1=C(C=NN1C)C1=NC(=NC=C1)NC1CCC(CC1)N (1R,4R)-N1-(4-(5-(cyclopentyl-methyl)-1-methyl-1H-pyrazol-4-yl)pyrimidin-2-yl)cyclohexane-1,4-diamine